C1(=CC=CC=C1)S(=O)[O-].[Na+] Sodium benzenesulphinate